N-(9-((2-(5-(4-(4-(dimethylamino)but-2-enoyl)-2-oxopiperazin-1-yl)thiophen-2-yl)ethyl)amino)-9-oxononyl)-2-methylbenzamide CN(CC=CC(=O)N1CC(N(CC1)C1=CC=C(S1)CCNC(CCCCCCCCNC(C1=C(C=CC=C1)C)=O)=O)=O)C